C(C=C)(=O)OCCC[Si](OCCC)(OCCC)OCCC 3-acryloyloxypropyl-tripropoxysilane